BrC=1C=C(C=C(C1)Cl)C1=CC=CC=2C(C3=CC=CC=C3C12)=S 4-(3-bromo-5-chlorophenyl)-9H-fluorene-9-thione